BrC=1C=C2C=3C=CC=CC3C(C2=CC1)=O 6-bromo-9-fluorenone